N1C=NC(=C1)C1=CC=C(OCC2=CC=C(C=C2)NS(=O)(=O)C(F)F)C=C1 N-(4-((4-(1H-imidazol-4-yl)phenoxy)methyl)phenyl)-1,1-difluoromethanesulfonamide